rel-(R)-4-benzyloxy-2-[5-chloro-2-methyl-4-[2,2,2-trifluoro-1-(hydroxymethyl)-1-methyl-ethyl]phenyl]-1,6-naphthyridine-5-carbonitrile C(C1=CC=CC=C1)OC1=CC(=NC=2C=CN=C(C12)C#N)C1=C(C=C(C(=C1)Cl)[C@](C(F)(F)F)(C)CO)C |o1:27|